4-chloro-10-(2,6-difluoro-4-{[2-(methylamino)ethyl]amino}phenyl)-8-ethyl-6,8,10-triazatricyclo[9.4.0.02,7]pentadeca-1(11),2(7),3,5,12,14-hexaen-9-one ClC1=CC=2C=3C=CC=CC3N(C(N(C2N=C1)CC)=O)C1=C(C=C(C=C1F)NCCNC)F